4-(trifluoromethyl)pyrrolidin-2-one FC(C1CC(NC1)=O)(F)F